CC1=C(C=C(C(=C1)OCCC[Si](C)(C)C)C(F)(F)F)C(=O)N(C)CC (2-methyl-5-trifluoromethyl-4-(3-trimethylsilyl-propoxy)-phenyl)-N-ethyl-N-methylformamide